C[C@@H]1C[C@@H]([C@@H]([C@@]2([C@]13[C@@H]([C@@H](C[C@@H]2OC(=O)C4=CC=CC=C4)C(O3)(C)C)OC(=O)C5=CC=CC=C5)COC(=O)C6=CC=CC=C6)O)OC(=O)C The molecule is a dihydroagarofuran sesquiterpenoid that consists of dihydroagarofuran substituted by a acetyloxy group at position 2, benzyloxy groups at positions 6, 9 and 15 and a hydroxy group at position 1. It is isolated from the roots of Microtropis fokienensis and exhibits antitubercular activity It has a role as a metabolite and an antitubercular agent. It is an acetate ester, a secondary alcohol, a benzoate ester, a bridged compound, a dihydroagarofuran sesquiterpenoid and an organic heterotricyclic compound.